Serine Thiol-Methacrylate S1C(=CC=C1)CC(C(=O)OC[C@H](N)C(=O)O)=C